N-phenyl-N-(4-(4,4,5,5-tetramethyl-1,3,2-dioxaborolan-2-yl)phenyl)-(1,1'-biphenyl)-4-amine C1(=CC=CC=C1)N(C1=CC=C(C=C1)C1=CC=CC=C1)C1=CC=C(C=C1)B1OC(C(O1)(C)C)(C)C